6-(4-(methylsulfonyl)phenyl)-2-naphthol CS(=O)(=O)C1=CC=C(C=C1)C=1C=C2C=CC(=CC2=CC1)O